Methyl 5-amino-2-((trans)-4-(4-(tert-butoxycarbonyl) piperazin-1-yl) cyclohexyl)-2H-indazole-6-carboxylate NC1=CC2=CN(N=C2C=C1C(=O)OC)[C@@H]1CC[C@H](CC1)N1CCN(CC1)C(=O)OC(C)(C)C